tert-butyl [(1RS,2RS)-2-hydroxy-1,2-di(pyridin-2-yl)ethyl]carbamate O[C@H]([C@@H](C1=NC=CC=C1)NC(OC(C)(C)C)=O)C1=NC=CC=C1 |r|